C(C)[C@]1(C(OCC=2C(N3CC=4C(=NC=5C=CC=CC5C4CCN(C(OC(C)(C)C)=O)C(C)C)C3=CC21)=O)=O)O tert-butyl (S)-(2-(4-ethyl-4-hydroxy-3,14-dioxo-3,4,12,14-tetrahydro-1H-pyrano[3',4':6,7]indolizino[1,2-b]quinoline-11-yl)ethyl)(isopropyl)carbamate